N,N-dimethylpiperidin-4-ylamine CN(C)C1CCNCC1